CC=1C=NC=CC1NC=1C(=CC=CC1)N N1-(3-methylpyridin-4-yl)benzene-1,2-diamine